FC=1C=C(C=NC1N1CCCCC1)NC=1C=C2CN(C(C2=CC1)=O)C 5-((5-fluoro-6-(piperidin-1-yl)pyridin-3-yl)amino)-2-methylisoindolin-1-one